tert-butyl-(1-(4-cyclobutylphenyl)ethoxy)dimethylsilane C(C)(C)(C)[Si](C)(C)OC(C)C1=CC=C(C=C1)C1CCC1